C(C1C(C(=O)Cl)C2C=CC1C2)(=O)Cl trans-3,6-methano-1,2,3,6-tetrahydrophthalic acid chloride